(1s,3s)-3-(trifluoromethyl)cyclobutyl (4-cyclopropyl-3-(3,3-difluorocyclobutyl)-1-methyl-1H-pyrazol-5-yl)carbamate C1(CC1)C=1C(=NN(C1NC(OC1CC(C1)C(F)(F)F)=O)C)C1CC(C1)(F)F